3-(hydroxymethyl)pentane-1,2,5-triol OCC(C(CO)O)CCO